ClCCN1CCN(CC1)CCCCl 1-(2-chloroethyl)-4-(3-chloropropyl)-piperazine